COC1CCN(CC1)S(=O)(=O)C1=CC=C(CNC(=O)C=2C=C3C(=NC2)NN=C3)C=C1 1H-Pyrazolo[3,4-b]pyridine-5-carboxylic acid 4-(4-methoxy-piperidine-1-sulfonyl)-benzylamide